1,2-dimethoxyethane nickel bromide [Ni](Br)Br.COCCOC